(S)-N-hydroxy-3-(4-hydroxyphenyl)-2-(4-((5-phenylthiophene-2-sulfonylamino)methyl)-1H-1,2,3-triazol-1-yl)propanamide ONC([C@H](CC1=CC=C(C=C1)O)N1N=NC(=C1)CNS(=O)(=O)C=1SC(=CC1)C1=CC=CC=C1)=O